N1=CC=CC2=CC(=CC=C12)N1C=CC2=C(C=CC=C12)CN1CCSCC1 ((1-(quinolin-6-yl)-1H-indol-4-yl)methyl)thiomorpholine